ClC1=CC=C2[C@@](C(NC2=C1)=O)(C)C1=CC(=NC=C1OC)Cl (3S)-6-chloro-3-(2-chloro-5-methoxypyridin-4-yl)-3-methylindolin-2-one